4-(2-chlorophenyl)-5-methyl-2-(2-naphthylmethyl)imidazole Tert-butyl-N-[2-[2-[2-[2-[2-(3-amino-2-fluoro-1,1-dimethyl-propoxy)ethoxy]ethoxy]ethoxy]ethoxy]ethyl]carbamate C(C)(C)(C)OC(NCCOCCOCCOCCOCCOC(C(CN)F)(C)C)=O.ClC1=C(C=CC=C1)C=1N=C(NC1C)CC1=CC2=CC=CC=C2C=C1